2-chloro-5-[1-[4-(5-methoxy-3-pyridyl)triazol-1-yl]ethyl]pyridine ClC1=NC=C(C=C1)C(C)N1N=NC(=C1)C=1C=NC=C(C1)OC